P(=O)(OC[N+]1=C(C(=CC=C1)C1=CC(=NO1)CC1=CC=C(C=C1)COC1=NC(=CC=C1)F)N)(O)[O-] (2-amino-3-(3-(4-(((6-fluoropyridin-2-yl)oxy)methyl)benzyl)isoxazol-5-yl)pyridin-1-ium-1-yl)methyl hydrogen phosphate